CC1CN(CC(N1)C)C1=NC=CN=C1 3,5-dimethyl-3,4,5,6-tetrahydro-2H-[1,2']bipyrazinyl